C(C)(=O)C=1C(=CC2=C(OCO2)C1)NC(C(C)Br)=O N-(6-acetylbenzo[d][1,3]dioxol-5-yl)-2-bromopropanamide